bis[(2-pyridinyl)phenyl]iridium (III) N1=C(C=CC=C1)C1=C(C=CC=C1)[Ir+]C1=C(C=CC=C1)C1=NC=CC=C1